S(=O)(=O)([O-])[O-].[NH4+].[Mg+2].[Ca+2] calcium magnesium ammonium sulfate